ClC=1C=C(C=CC1C)NC(=S)NCC1=CC=C2C=C(C(=NC2=C1)C)C1C(NC(CC1)=O)=O 1-(3-chloro-4-methylphenyl)-3-((3-(2,6-dioxopiperidin-3-yl)-2-methylquinolin-7-yl)methyl)thiourea